ClC=1C=CC(=C(C1)C1=CC(=C(N=N1)SCC1OC(OC1)(C)C)NC1=CC(=NC=C1)NC(=O)C1CC(C1)N1CCN(CC1)C)F N-(4-{[6-(5-chloro-2-fluorophenyl)-3-{[(2,2-dimethyl-1,3-dioxolan-4-yl)-methyl]sulfanyl}pyridazin-4-yl]amino}pyridin-2-yl)-3-(4-methylpiperazin-1-yl)cyclobutane-1-carboxamide